(3aS,7S,7aR)-7-azido-5-(6-benzyloxyhexyl)-2,2-dimethyl-4,6,7,7a-tetrahydro-3aH-[1,3]dioxolo[4,5-c]pyridine N(=[N+]=[N-])[C@@H]1[C@@H]2[C@H](CN(C1)CCCCCCOCC1=CC=CC=C1)OC(O2)(C)C